COC1=CC=C(CN(C=2C=C(C=O)C=C(C2)Cl)CC2=CC=C(C=C2)OC)C=C1 3-(bis(4-methoxybenzyl)amino)-5-chlorobenzaldehyde